2-amino-4-methoxy-5-(3-(2-(3-methoxyphenyl)acetamido)propoxy)benzoic acid methyl ester COC(C1=C(C=C(C(=C1)OCCCNC(CC1=CC(=CC=C1)OC)=O)OC)N)=O